FC1=CC=C(C=C1)C=1N=C(SC1)C(C(=O)NC1=CC=CC=C1)(C)C1=CC=C(C=C1)CC(C)C (4-(4-fluorophenyl)thiazol-2-yl)-2-(4-isobutylphenyl)-N-phenylpropionamide